C(C)(=O)OC[C@H](CF)OC1=C(C=C(C(=C1)F)Br)C(C)(F)F (R)-2-[4-bromo-2-(1,1-difluoroethyl)-5-fluorophenoxy]-3-Fluoropropyl acetate